(4-bromooxazol-5-yl)(1-ethyl-1H-pyrazol-4-yl)methanol BrC=1N=COC1C(O)C=1C=NN(C1)CC